[Pd+2].C1(=CC=CC=C1)P([C-]1C=CC=C1)C1=CC=CC=C1.[C-]1(C=CC=C1)P(C1=CC=CC=C1)C1=CC=CC=C1.[Fe+2] [1,1'-bis(diphenylphosphino)-ferrocene] palladium (II)